1-[1-(2-chloro-4-fluorophenyl)ethyl]azetidin ClC1=C(C=CC(=C1)F)C(C)N1CCC1